S(=O)(=O)(C)C=1C=C(C(OC)=CC1)NCC1CC(C1)C1=CC(=C2C=CN(C2=C1)CC(F)(F)F)NC1C(CN(CC1)C)C 6-{3-[(4-mesyl-2-anisidino)methyl]cyclobutyl}-4-(1-methyl-3-methyl-4-piperidylamino)-1-(2,2,2-trifluoroethyl)indole